C(C)OC(CC=1N=C(SC1)C=1C(OC2=CC(=CC=C2C1)F)=O)=O 2-(2-(7-fluoro-2-oxo-2H-chromen-3-yl)thiazol-4-yl)acetic acid ethyl ester